N[C@H]1CN(CC1)C(=O)NC1CC(C1)NC(=O)C1=C(C=C(C=C1)NC(=O)C=1N(C(=CN1)C=1C(=NN(C1)CC#N)C(F)(F)F)C)Cl N-[4-[[3-[[(3R)-3-aminopyrrolidine-1-carbonyl]amino]cyclobutyl]carbamoyl]-3-chloro-phenyl]-5-[1-(cyanomethyl)-3-(trifluoromethyl)pyrazol-4-yl]-1-methyl-imidazole-2-carboxamide